F[C@H]1[C@@H](O[C@@H]([C@H]1O)CO)N1C(=O)N=C(N)C=C1 (Rp)-2'-fluoro-2'-deoxycytidine